[C@H](C)(CC)[C@@H]1N=C(C2=C(N(C1=O)CC(=O)O)C=CC(=C2)OC)C2=CC=CC=C2 2-((S)-3-((S)-sec-butyl)-7-methoxy-2-oxo-5-phenyl-2,3-dihydro-1H-benzo[e][1,4]diazepin-1-yl)acetic acid